BrC1=CC=C(C(=N1)CNC(OCC1C2=CC=CC=C2C=2C=CC=CC12)=O)SC1=NC=CC=C1C=O (9H-Fluoren-9-yl)methyl ((6-bromo-3-((3-formylpyridin-2-yl)thio)pyridin-2-yl)methyl)carbamate